C1(=CC=CC=C1)C1C(=CNC=C1C(=O)[O-])C(=O)OC Methyl 4-phenyl-1,4-dihydropyridine-3,5-dicarboxylate